(1R)-1-(2-chlorophenyl)ethan-1-ol ClC1=C(C=CC=C1)[C@@H](C)O